ICC[C@H](C)O (2S)-4-iodobutan-2-ol